FC1=CC(=C(C=2C(COC21)C)O)C(C)=O 1-(7-fluoro-4-hydroxy-3-methyl-2,3-dihydrobenzofuran-5-yl)ethan-1-one